C(C)(C)(C)OC(=O)N1CC2=C(CC1C)N=C(S2)N.BrC=2C=CC(=NC2)NC(CNCC)=O N-(5-bromopyridin-2-yl)-2-(ethylamino)acetamide tert-butyl-2-amino-6-methyl-6,7-dihydrothiazolo[5,4-c]pyridine-5(4H)-carboxylate